5-bromo-2-phenyl-3H-indol-3-one BrC=1C=C2C(C(=NC2=CC1)C1=CC=CC=C1)=O